(+-)-myristoyl-carnitine C(CCCCCCCCCCCCC)(=O)[C@](O)(C[N+](C)(C)C)CC([O-])=O |r|